C(C)(C)N1N=CC2=CC(=CC=C12)C1=C(NC2=NC=C3C(=C21)N(C(N3C)=O)[C@H]3C[C@@H](CC3)NC(OC)=O)C3=CC=C(C=C3)C(NC)=O Methyl ((1R,3R)-3-(8-(1-isopropyl-1H-indazol-5-yl)-3-methyl-7-(4-(methylcarbamoyl)phenyl)-2-oxo-3,6-dihydroimidazo[4,5-d]pyrrolo[2,3-b]pyridin-1(2H)-yl)cyclopentyl)carbamate